5-(3-(4-(4-bromo-3-(pyridin-4-yl)-1H-pyrazol-1-yl)phenoxy)-[1,3'-biazetidin]-1'-yl)-2-(2,6-dioxopiperidin-3-yl)isoindoline-1,3-dione BrC=1C(=NN(C1)C1=CC=C(OC2CN(C2)C2CN(C2)C=2C=C3C(N(C(C3=CC2)=O)C2C(NC(CC2)=O)=O)=O)C=C1)C1=CC=NC=C1